[Cl-].C(C)[N+](CCO)(CC)CC triethyl-(2-hydroxyethyl)ammonium chloride